3-methylimidazole trifluoroacetate salt FC(C(=O)O)(F)F.CN1C=NC=C1